4-(tert-Butyl)-6-chloropyrimidine-2-carboxylic acid C(C)(C)(C)C1=NC(=NC(=C1)Cl)C(=O)O